8-methyl-3-morpholino-7,8-dihydro-1,6-naphthyridin CC1CN=CC=2C=C(C=NC12)N1CCOCC1